FC=1C=C(C=CC1)C1=CC=CC(=N1)C[C@@H]1N(CC[C@@H]1NS(=O)(=O)C)C(=O)C1(CCC1)C N-(cis-2-((6-(3-fluorophenyl)pyridin-2-yl)methyl)-1-((1-methylcyclobutyl)carbonyl)pyrrolidin-3-yl)methanesulfonamide